ammonium (2RS)-2-amino-4-(methylphosphinato)butyric acid N[C@@H](C(=O)O)CCP(=O)([O-])C.[NH4+] |r|